n-nonanoic acid vanillylamide C(C1=CC(OC)=C(O)C=C1)NC(CCCCCCCC)=O